(1R,5S,7R)-3-phenyl-2,4-dioxa-3-borabicyclo[3.3.1]nonan-7-ol C1(=CC=CC=C1)B1O[C@@H]2CC(C[C@H](O1)C2)O